CSC1=CC=CC=2C=3N(C(=NC12)N[C@H]1C(NCCCC1)=O)N=C(N3)C=3C=NN(C3)C(C)C (3R)-3-({7-(methylsulfanyl)-2-[1-(propan-2-yl)-1H-pyrazol-4-yl][1,2,4]triazolo[1,5-c]quinazolin-5-yl}amino)azepan-2-one